N-((1H-pyrazol-5-yl)carbamoyl)-2,4-dichlorobenzamide N1N=CC=C1NC(=O)NC(C1=C(C=C(C=C1)Cl)Cl)=O